bromo-coumarin BrC=1C(OC2=CC=CC=C2C1)=O